6-chloro-1-(4-fluoro-2-methylphenyl)-3-(2-methyl-6-oxo-1,6-dihydropyridin-3-yl)-4-oxo-1,2,3,4-tetra-hydropyrido[2,3-d]pyrimidine-7-carbonitrile ClC1=CC2=C(N(CN(C2=O)C2=C(NC(C=C2)=O)C)C2=C(C=C(C=C2)F)C)N=C1C#N